FC1=C(OC2=C(C=C(C(=C2)N2N=CC=C2)[N+](=O)[O-])C2=CC(=NC(=C2)C)C)C=CC(=C1)F 4-(2-(2,4-difluorophenoxy)-5-nitro-4-(1H-pyrazol-1-yl)phenyl)-2,6-lutidine